N-methyl-5-{4-[(4-{[4-(pentafluoro-λ6-sulfanyl)phenyl]Amino}piperidin-1-yl)sulfonimidoyl]phenyl}pyridine-2-carboxamide CNC(=O)C1=NC=C(C=C1)C1=CC=C(C=C1)S(=O)(=N)N1CCC(CC1)NC1=CC=C(C=C1)S(F)(F)(F)(F)F